C1(=CC=CC=C1)C1=CC=CC=2C3=CC=CC=C3NC12 phenyl-9H-carbazol